1,1'-(2,5-dichloro-1,4-phenylene)bis(1H-pyrrole-2,5-dione) ClC1=C(C=C(C(=C1)N1C(C=CC1=O)=O)Cl)N1C(C=CC1=O)=O